ClC1=C(C=C(C=C1NC1=NC=2N(C(=N1)N(CC1=CC=C(C=C1)OC)CC)N=CC2C#N)C#N)N2CCN(CC2)C(=O)OC(C)(C)C tert-butyl 4-(2-chloro-5-cyano-3-((8-cyano-4-(ethyl(4-methoxybenzyl) amino)pyrazolo[1,5-a][1,3,5]triazin-2-yl)amino)phenyl)piperazine-1-carboxylate